O=C1NC(CCC1N1C(C2=CC=C(C=C2C1)NC(C1=CC(=CC=C1)F)=O)=O)=O N-(2-(2,6-dioxopiperidin-3-yl)-1-oxoisoindolin-5-yl)-3-fluorobenzamide